C(C(C)(C)C)NCCCCCCN N-neopentylhexane-1,6-diamine